3-[[3-[2-(4-fluorophenyl)-5-[(prop-2-enoylamino)methyl]-4-pyridyl]pyrazol-1-yl]methyl]benzamide FC1=CC=C(C=C1)C1=NC=C(C(=C1)C1=NN(C=C1)CC=1C=C(C(=O)N)C=CC1)CNC(C=C)=O